6-[(5-fluoro-2-pyridyl)oxy]-2-azaspiro[3.3]heptane FC=1C=CC(=NC1)OC1CC2(CNC2)C1